C(N)(=O)N1CCN(CC1)C1=NC(=NO1)C=1C=C(C(=C(C1)NC(=O)C1=CN=C2N1C=CC=C2)C)F N-(5-(5-(4-carbamoyl-piperazin-1-yl)-1,2,4-oxadiazol-3-yl)-3-fluoro-2-methylphenyl)imidazo[1,2-a]pyridine-3-carboxamide